8-fluoro-7-((S)-6-fluoro-5-methyl-1H-indazol-4-yl)-N-methylquinazolin-4-amine FC=1C(=CC=C2C(=NC=NC12)NC)C1=C2C=NNC2=CC(=C1C)F